Methyl (S)-4-((R)-2-(1-acetoxycyclobutyl)ethylsulfonimidoyl)-2-((tert-butoxycarbonyl)amino)butanoate C(C)(=O)OC1(CCC1)CC[S@@](=O)(=N)CC[C@@H](C(=O)OC)NC(=O)OC(C)(C)C